FC1(C(C1)SC=1N=C2N(N1)[C@@H](C[C@@H]2F)C2=C(C=CC=C2)F)F (5S,7S)-2-(2,2-difluorocyclopropyl)sulfanyl-7-fluoro-5-(2-fluorophenyl)-6,7-dihydro-5H-pyrrolo[1,2-b][1,2,4]triazole